bismuth hydroxyl chloride OCl.[Bi]